1-heptyl-3-ethylpyrrolidinium triflate [O-]S(=O)(=O)C(F)(F)F.C(CCCCCC)[NH+]1CC(CC1)CC